BrC1(CC(C(C(C1(C)C)C1=CC=CC=C1)(O)O)(C(C)(C)C)C(C)(C)C)Br 5,5-dibromo-3,3-di-tert-butyl-6,6-dimethyl-2,2-dihydroxyl-1,1-biphenyl